(S)-2-((4-(6-((4-Cyano-2-fluorobenzyl)oxy)pyridin-2-yl)piperidin-1-yl)methyl)-4-hydroxy-1-(oxetan-2-ylmethyl)-1H-imidazo[4,5-c]pyridine-6-carboxylic acid C(#N)C1=CC(=C(COC2=CC=CC(=N2)C2CCN(CC2)CC=2N(C3=C(C(=NC(=C3)C(=O)O)O)N2)C[C@H]2OCC2)C=C1)F